COC=1C=2N(C=CC1)N=C(C2)C(C)=O 1-(4-methoxypyrazolo[1,5-a]pyridin-2-yl)ethanone